COC=1C=C(C=O)C=CC1C=O 3-methoxy-terephthalaldehyde